[Cl-].[Cl-].C1(=CC=CC=C1)C(C1=CC=CC=C1)=[Hf+2](C1=C(C=CC=2C3=CC=C(C=C3CC12)C(C)(C)C)C(C)(C)C)C1C=C(C=C1C)C diphenylmethylene(3,5-dimethylcyclopentadienyl)(2,7-di-tert-butylfluorenyl)hafnium dichloride